5-(benzyl (methyl) amino)-2-(pyridin-2-yl)-4,5,6,7-tetrahydro-2H-indazol-3-yl benzoate C(C1=CC=CC=C1)(=O)OC=1N(N=C2CCC(CC12)N(C)CC1=CC=CC=C1)C1=NC=CC=C1